C(C)(C)(C)N1N=CC(=C(C1=O)Cl)OCC1=CC=C(C=C1)C#CCCO 2-(tert-butyl)-4-chloro-5-((4-(4-hydroxybut-1-yn-1-yl)benzyl)oxy)pyridazinone